1-[5-fluoro-1-oxido-6-[1-(2,2,3,3,3-pentafluoropropyl)pyrrolo[2,3-c]pyridin-5-yl]pyridin-1-ium-3-yl]cyclopropane-carbonitrile FC=1C=C(C=[N+](C1C=1C=C2C(=CN1)N(C=C2)CC(C(F)(F)F)(F)F)[O-])C2(CC2)C#N